Cl.Cl.N1(N=C(C=C1)C=1C=C(C=CC1)C[C@H](C(=O)O)[C@@H]1CNCC1)C=1C=C(C=CC1)C[C@H](C(=O)O)[C@@H]1CNCC1 (2S,2'S)-3,3'-[1H-Pyrazole-1,3-diyldi(3,1-phenylene)]bis{2-[(3R)-pyrrolidin-3-yl]propanoic acid} dihydrochloride